1-[4-(4-chlorophenoxy)-2-(trifluoromethyl)phenyl]-1-cyclopropyl-2-(1,2,4-triazol-1-yl)ethanol ClC1=CC=C(OC2=CC(=C(C=C2)C(CN2N=CN=C2)(O)C2CC2)C(F)(F)F)C=C1